3,5-dimethyl-phenyl isocyanate CC=1C=C(C=C(C1)C)N=C=O